O1CCSS1 oxy-2,1-ethanediyldisulfide